phosphabicyclo[2.2.2]octane 1-Oxide P12(CCC(CC1)CC2)=O